NC1=C(C(=NN1C(C)C)C1=CC=C(C=C1)CC(=O)NC1=NOC(=C1)C1(CCCC1)C)C(=O)N 5-Amino-1-isopropyl-3-(4-(2-((5-(1-methylcyclopentyl)isoxazol-3-yl)amino)-2-oxoethyl)phenyl)-1H-pyrazole-4-carboxamide